C(#C)C1=NC2=CC=CC=C2N=C1 2-Ethynylquinoxaline